N(O)=C1C(N(CC2=CC=CC=C12)C)=O 4-(Hydroximino)-2-methyl-1,4-dihydroisoquinolin-3(2H)-one